C(C)(C)C1CC=2C=NC(=NC2CC1)S(=O)(=O)C 6-isopropyl-2-methylsulfonyl-5,6,7,8-tetrahydroquinazoline